C(C1=CC=CC=C1)N1N=CC(=C1)C(C[N+](=O)[O-])O 1-(1-benzyl-pyrazol-4-yl)-2-nitro-ethanol